O=CC(C)=CCC\C(\C)=C\CO ketogeraniol